C(C)[C@@]1(C[C@@H]2[C@@H]([C@H]3CC[C@@]4([C@@H](CCC[C@H]4[C@@H]3CC2)C(C)=O)C)CCC1)O 1-((1R,4aS,4bR,6aR,8R,11aS,11bR,13aS)-8-ethyl-8-hydroxy-13a-methyloctadecahydro-1H-cyclohepta[a]phenanthren-1-yl)ethan-1-one